C(C)(C)(C)OC(=O)N1CCC(=CC1)C1=NC(=CN=C1N)C1=CC=C(C=C1)CNC1=NC=C(C=C1C(N[C@@H](C)C1=CC=C(C=C1)F)=O)C#N 4-{3-Amino-6-[4-({5-cyano-3-[(S)-1-(4-fluoro-phenyl)-ethylcarbamoyl]-pyridin-2-ylamino}-methyl)-phenyl]-pyrazin-2-yl}-3,6-dihydro-2H-pyridine-1-carboxylic acid tert-butyl ester